2-ethyl-9,10-bis(methoxycarbonyleicosyleneoxy)anthracene C(C)C1=CC2=C(C3=CC=CC=C3C(=C2C=C1)OCCCCCCCCCCCCCCCCCCCCC(=O)OC)OCCCCCCCCCCCCCCCCCCCCC(=O)OC